2-(4-acryloyl-3,3-dimethylpiperazin-1-yl)-N-[4-(4-fluorophenyl)tetrahydrofuran-3-yl]-5H-pyrrolo[2,3-b]pyrazine-7-carboxamide C(C=C)(=O)N1C(CN(CC1)C=1N=C2C(=NC1)NC=C2C(=O)NC2COCC2C2=CC=C(C=C2)F)(C)C